C1(CCCCC1)COC=1C=C(C=CC1NS(=O)(=O)CC)C1=NNC(=C1C(=O)N)NC1=NC=CC=C1 3-(3-(cyclohexyl-methoxy)-4-(ethylsulfonamido)phenyl)-5-(pyridin-2-ylamino)-1H-pyrazole-4-carboxamide